2-isopropyl-5,5-dimethylcyclohexanecarboxamide C(C)(C)C1C(CC(CC1)(C)C)C(=O)N